C(CCC)C=1C=C(C=2C3=C(C(OC2C1)(C)C)C=CC(=C3)C)O 3-butyl-6,6,9-trimethyl-6H-benzo[c]chromen-1-ol